(R)-5-chloro-N-(2,3-dihydro-1H-inden-1-yl)pyrazin-2-amine ClC=1N=CC(=NC1)N[C@@H]1CCC2=CC=CC=C12